C(C)(C)(C)NC(CN1CCC(CC1)(C)C#N)=O N-(tert-butyl)-2-(4-cyano-4-methylpiperidin-1-yl)acetamide